(2,4-difluorophenyl)(methyl)((4-((5-(trifluoromethyl)-1,2,4-oxadiazol-3-yl)methyl)phenyl)imino)-λ6-sulfanone FC1=C(C=CC(=C1)F)S(=O)(=NC1=CC=C(C=C1)CC1=NOC(=N1)C(F)(F)F)C